calcium potassium magnesium salt [Mg].[K].[Ca]